CC1=C(C(=CC(=C1)C(C1=CC=CC=C1)C1=CC=CC=C1)C)C1=C(C(=CC=C1OC)OC)P(C(C)(C)C)C1=C(C=CC=C1)C [2',6'-dimethyl-4'-(diphenylmethyl)-3,6-dimethoxy-biphenyl-2-yl]-(2-methylphenyl)-tert-butylphosphine